(13C5)pentanoic acid [13C]([13CH2][13CH2][13CH2][13CH3])(=O)O